Cl.N[C@H](C(=O)NC1=CC(=C(C=C1)C=1C(=NN(C1)CC1=CC=CC=C1)C)F)C(C1=CC=CC=C1)C1=CC=CC=C1 (S)-2-amino-N-(4-(1-benzyl-3-methyl-1H-pyrazol-4-yl)-3-fluorophenyl)-3,3-diphenylpropionamide hydrochloride